NC1=C(C2=C(CSC23CN(C3)C(=O)OC(C)(C)C)S1)C#N tert-butyl 2-amino-3-cyano-spiro[6H-thieno[2,3-C]thiophene-4,3'-azetidine]-1'-carboxylate